3,4-dimethyl-6-(2-methyl-1-propenyl)-4-cyclohexene-1,2-dicarboxylic anhydride CC1C2C(C(C=C1C)C=C(C)C)C(=O)OC2=O